C(C(C)C)NCC=1C=C(C=2N(C1)C=CN2)C(=O)OC methyl 6-((isobutylamino)methyl)imidazo[1,2-a]pyridine-8-carboxylate